ethyl 7-bromo-5-methylsulfanyl-4-oxo-1-[4-(trifluoromethoxy)phenyl]cinnoline-3-carboxylate BrC1=CC(=C2C(C(=NN(C2=C1)C1=CC=C(C=C1)OC(F)(F)F)C(=O)OCC)=O)SC